FC(OC1=CC=C(C=[N+](C2=CC=CC=C2)[O-])C=C1)F [4-(difluoromethoxy)benzylidene](phenyl)azane oxide